(1S,2R)-2-((S)-5-bromo-1-((1,3-dioxoisoindolin-2-yl)methyl)-8-(((S)-1-(thiazole-5-carbonyl)pyrrolidin-3-yl)oxy)-1,2,3,4-tetrahydroisoquinoline-2-carbonyl)cyclohexane-1-carboxylic acid BrC1=C2CCN([C@@H](C2=C(C=C1)O[C@@H]1CN(CC1)C(=O)C1=CN=CS1)CN1C(C2=CC=CC=C2C1=O)=O)C(=O)[C@H]1[C@H](CCCC1)C(=O)O